3'-((2-chloro-5,6,7,8-tetrahydropyrido[4,3-d]pyrimidin-4-yl)oxy)-11',12'-dihydrospiro[cyclopropane-1,10'-[1,4]diazepino[5',6':4,5]thieno[3,2-f]quinoxalin] ClC=1N=C(C2=C(N1)CCNC2)OC2=NC=1C=CC3=C(C1N=C2)C2=C(S3)C=NC3(CN2)CC3